C1(CC1)C1=NN(C=C1C=1C2=C(C=NC1)C=NN2C)[C@@H]2C[C@H](C2)CNC=2C=C1C(N(C(C1=CC2)=O)C2C(NC(CC2)=O)=O)=O 5-(((trans-3-(3-cyclopropyl-4-(1-methyl-1H-pyrazolo[4,3-c]pyridin-7-yl)-1H-pyrazol-1-yl)cyclobutyl)methyl)amino)-2-(2,6-dioxopiperidin-3-yl)isoindoline-1,3-dione